(R)-3-(4-(6-(3,4-dimethylphenyl)-2-hydroxypyridin-3-yl)-1H-1,2,3-triazol-1-yl)-2,3-dihydrothiophene 1,1-dioxide hydrochloride Cl.CC=1C=C(C=CC1C)C1=CC=C(C(=N1)O)C=1N=NN(C1)[C@H]1CS(C=C1)(=O)=O